C(C1=CC=CC=C1)C=1N=NC(=C(C1C)C)N1CCC(CC1)C=1NC=C(N1)C(F)(F)F 3-benzyl-4,5-dimethyl-6-[4-(4-trifluoromethyl-1H-imidazol-2-yl)-piperidin-1-yl]-pyridazine